6-((5-Bromo-2-((2-methoxy-5-methyl-4-(4-((3aR,6aS)-5-methylhexahydropyrrolo[3,4-c]pyrrol-2(1H)-yl)piperidin-1-yl)phenyl)amino)pyrimidin-4-yl)amino)-2,3-dihydrobenzo[b][1,4]dioxin BrC=1C(=NC(=NC1)NC1=C(C=C(C(=C1)C)N1CCC(CC1)N1C[C@@H]2CN(C[C@@H]2C1)C)OC)NC1=CC2=C(OCCO2)C=C1